6-(difluoromethyl)-N-[5-(3,3-difluoropropyl)-4,6-dimethoxy-pyrimidin-2-yl]-1H-pyrrolo[2,3-b]pyridine-3-sulfonamide FC(C1=CC=C2C(=N1)NC=C2S(=O)(=O)NC2=NC(=C(C(=N2)OC)CCC(F)F)OC)F